BrC1=CC=C2C=C(C=NC2=C1)F 7-Bromo-3-fluoroquinolin